C1(=CC=CC=C1)C1=CC(=NC2=C3C(=CC=C12)C=CC=C3)C(=O)N 4-phenyl-benzo[h]quinoline-2-carboxamide